nickel (iii) fluoride [Ni](F)(F)F